[Zn].[Bi].[Sn] tin bismuth zinc